CC=1OC(=CC1C(=O)NC1=NC(=NS1)CC(C)(O)C)C1=CC(=CC=C1)C(F)(F)F 2-methyl-5-(3-(trifluoromethyl)phenyl)-N-(3-(2-methyl-2-hydroxypropyl)-1,2,4-thiadiazol-5-yl)furan-3-carboxamide